(3-bromo-5-fluorobenzyl)-8-cyclopentyl-7-((2-(trimethylsilyl)ethoxy)methyl)-7H-purine-6-carboxamide BrC=1C=C(CC2=NC(=C3N(C(=NC3=N2)C2CCCC2)COCC[Si](C)(C)C)C(=O)N)C=C(C1)F